C(C)(SC(C)CCOC(C1=CC=CC=C1)(C1=CC=C(C=C1)OC)C1=CC=C(C=C1)OC)=O S-(4-(bis(4-methoxyphenyl)(phenyl)methoxy)butan-2-yl) ethanethioate